FC1(CCN(CC1)C(=O)C=1C=C2C(=NC1)N(C=C2)C2=CC=C(C(=O)N1[C@@H](CCC1)C(=O)N)C=C2)F (S)-1-(4-(5-(4,4-difluoropiperidine-1-carbonyl)-1H-pyrrolo[2,3-b]pyridin-1-yl)benzoyl)pyrrolidine-2-carboxamide